Boc-L-alanyl-alanine nickel [Ni].C(=O)(OC(C)(C)C)N[C@@H](C)C(=O)N[C@@H](C)C(=O)O